methyl-ethyl-pentene CC(=CCCC)CC